P(=O)(OC[C@H]1O[C@@]([C@@H]2OC(O[C@@H]21)(C)C)(C#N)C2=CC=C1C(=NC=NN12)N)(OC1=C(C=CC=C1)Cl)OCCCSCCCCCCCCCCCCCCCC ((3aR,4R,6R,6aR)-6-(4-aminopyrrolo[2,1-f][1,2,4]triazin-7-yl)-6-cyano-2,2-dimethyltetrahydrofuro[3,4-d][1,3]dioxol-4-yl)methyl (2-chlorophenyl) (3-(hexadecylthio)propyl) phosphate